5-(3-tert-butoxycarbonyl-1-cyclopentyloxycarbonyl)-bicyclo[2.2.1]hept-2-ene C(C)(C)(C)OC(=O)C1CC(CC1)OC(=O)C1C2C=CC(C1)C2